CNC[SiH](OCC)OCC methylaminomethyl-diethoxysilane